C[Si](CCCCCCCCCCN1COC=C1)(OCC)OCC 3-[10-(methyldiethoxysilyl)decyl]-4-oxazoline